C(C)N1C(CCC1)CC(=O)NC1(CCCC1)COC1=NC=CC=C1C 2-(1-ethylpyrrolidin-2-yl)-N-(1-(((3-methylpyridin-2-yl)oxy)methyl)cyclopentyl)acetamide